methyl 3-hydroxyhexanoate OC(CC(=O)OC)CCC